3-(2-((1H-imidazol-4-yl)methoxy)phenyl)-4-methylpyridine N1C=NC(=C1)COC1=C(C=CC=C1)C=1C=NC=CC1C